tert-butyl (1-(5-formyl-4-(2-isopropylpyridin-3-yl)-2-methyl-1H-imidazol-1-yl)propan-2-yl)carbamate C(=O)C1=C(N=C(N1CC(C)NC(OC(C)(C)C)=O)C)C=1C(=NC=CC1)C(C)C